4-[7-fluoro-1-(pyridazin-3-ylmethyl)benzimidazol-2-yl]-1,2,5-oxadiazol-3-amine FC1=CC=CC2=C1N(C(=N2)C=2C(=NON2)N)CC=2N=NC=CC2